FC(CC1CN(C1)C[C@@H](C)[C@H]1CC[C@H]2\C(\CCC[C@]12C)=C\C=C1C[C@H](C[C@@H](C1)O)O)F (1R,3R)-5-(2-((1R,3aS,7aR,E)-1-((S)-1-(3-(2,2-difluoroethyl)azetidin-1-yl)propan-2-yl)-7a-methyl-octahydro-4H-inden-4-ylidene)ethylidene)cyclohexane-1,3-diol